trimethyl-(chlorophenoxy)silane C[Si](OC1=C(C=CC=C1)Cl)(C)C